[(1R,2S,4R)-4-[[5-[5-chloro-4-[(1R)-7-fluoroisochroman-1-yl]thiophene-2-carbonyl]pyrimidin-4-yl]amino]-2-hydroxy-cyclopentyl]methyl sulfamate S(N)(OC[C@@H]1[C@H](C[C@@H](C1)NC1=NC=NC=C1C(=O)C=1SC(=C(C1)[C@@H]1OCCC2=CC=C(C=C12)F)Cl)O)(=O)=O